ClC1=C(C(=O)NCC(C2=C(N=CS2)C(F)F)N2CCC(CC2)OC=2C=NC=CC2Cl)C(=CC=C1)F 2-Chloro-N-(2-{4-[(4-chloropyridin-3-yl)oxy]piperidin-1-yl}-2-[4-(difluoromethyl)-1,3-thiazol-5-yl]ethyl)-6-fluorobenzamid